lithium tris(4,5,6,7-tetrafluoro-3-(perfluorophenyl)-1H-indazol-1-yl)borohydride FC1=C2C(=NN(C2=C(C(=C1F)F)F)[BH-](N1N=C(C2=C(C(=C(C(=C12)F)F)F)F)C1=C(C(=C(C(=C1F)F)F)F)F)N1N=C(C2=C(C(=C(C(=C12)F)F)F)F)C1=C(C(=C(C(=C1F)F)F)F)F)C1=C(C(=C(C(=C1F)F)F)F)F.[Li+]